N-[[2-methoxy-4-(trifluoromethyl)phenyl]methyl]azetidin-3-amine COC1=C(C=CC(=C1)C(F)(F)F)CNC1CNC1